[Eu].N1C=CC2=C1C=CC=C2 benzopyrroline europium